(S)-5-(6-fluoro-1,2,3,4-tetrahydroquinoline-1-carbonyl)-1-(6-methyl-4-(trifluoromethyl)pyridin-2-yl)pyrrolidin-2-one FC=1C=C2CCCN(C2=CC1)C(=O)[C@@H]1CCC(N1C1=NC(=CC(=C1)C(F)(F)F)C)=O